1-Butyl-5-(diaminomethylene)-3-(2-(methylsulfonyl)-2-azaspiro[3.5]nonan-7-yl)pyrimidine-2,4,6(1H,3H,5H)-trione C(CCC)N1C(N(C(C(C1=O)=C(N)N)=O)C1CCC2(CN(C2)S(=O)(=O)C)CC1)=O